CC([C@@H](C(N[C@H](C(N[C@H](C=C=O)C[C@H]1C(NCC1)=C=O)=C=O)CC1CCCCC1)=C=O)NC(=O)C1=NC2=CC=CC=C2C=C1)C N-{(S)-3-methyl-1-carbonyl-1-{{(S)-1-carbonyl-1-{{(S)-1-carbonyl-3-[(S)-2-carbonylpyrrolidin-3-yl]propan-2-yl}amino}-3-cyclohexylpropan-2-yl}amino}butan-2-yl}quinoline-2-carboxamide